(2-methyl-1-(3-(trifluoromethyl)benzyl)-1H-indol-5-yl)acrylamide CC=1N(C2=CC=C(C=C2C1)C(C(=O)N)=C)CC1=CC(=CC=C1)C(F)(F)F